O=C1N(CCC(N1)=O)C1=C2C=CN(C2=C(C=C1)N1CCN(CC1)C(=O)OC(C)(C)C)C tert-butyl 4-(4-(2,4-dioxotetrahydropyrimidin-1(2H)-yl)-1-methyl-1H-indol-7-yl)piperazine-1-carboxylate